4-Chloro-N-(2,3-dihydro-1H-inden-2-yl)-6-((3-fluoro-2-methylphenyl)amino)pyridineamide ClC1=CC(=NC(=C1)NC1=C(C(=CC=C1)F)C)C(=O)NC1CC2=CC=CC=C2C1